C(CCCCCCCCCCCCCCCCCCCCCCCCCCCCC)OCCCCCCCCCCCCCCCCCCCC n-eicosyl triacontyl ether